6-cyclopropyl-4-(((S)-3-methylpiperidin-1-yl)methyl)pyridinecarboxamide potassium phenylbenzimidazolesulphonate C1(=CC=CC=C1)OS(=O)(=O)C=1NC2=C(N1)C=CC=C2.[K].C2(CC2)C2=CC(=CC(=N2)C(=O)N)CN2C[C@H](CCC2)C